COC=1C=C(CNCCCCOCCOC2=NC3=C(C4=CN=CC=C24)C=CC(=C3)C(=O)O)C=CC1OC(F)(F)F 5-(2-(4-((3-methoxy-4-(trifluoromethoxy)benzyl)amino)butoxy)ethoxy)benzo[c][2,6]naphthyridine-8-carboxylic acid